O1N=CC(=C1)CN1C[C@@H](N(C[C@H]1C)C1=CC(N(C=2C=CC(=NC12)C#N)C)=O)C 8-((2s,5r)-4-(isoxazol-4-ylmethyl)-2,5-dimethylpiperazin-1-yl)-5-methyl-6-oxo-5,6-dihydro-1,5-naphthyridine-2-carbonitrile